N[C@@H]1CN(CCC1)C=1N=C(NC(C1Cl)=O)C1=CC(=NC=C1)F 4-[(3S)-3-amino-1-piperidinyl]-5-chloro-2-(2-fluoro-4-pyridinyl)-1H-pyrimidin-6-one